2,2'-(7-(6-(2-(methylsulfonyl)pyrimidin-5-yl)hex-5-ynyl)-1,4,7,10-tetraazacyclododecane-1,4-diyl)diallyl diacetate C(C)(=O)OCC(=C)N1CCN(CCN(CCNCC1)CCCCC#CC=1C=NC(=NC1)S(=O)(=O)C)C(COC(C)=O)=C